methyl (2S)-2-[[(2R)-5-amino-2-(tert-butoxycarbonylamino)-5-oxo-pentanoyl]amino]propanoate NC(CC[C@H](C(=O)N[C@H](C(=O)OC)C)NC(=O)OC(C)(C)C)=O